6-cyclopentylpyrazolo[1,5-a]pyridine C1(CCCC1)C=1C=CC=2N(C1)N=CC2